ClC=1C=C(C=CC1)C1=CN(C=2N=CN=C(C21)C2CCC(CC2)C)COCC[Si](C)(C)C 5-(3-chlorophenyl)-4-(4-methylcyclohexyl)-7-((2-(trimethylsilyl)ethoxy)methyl)-7H-pyrrolo[2,3-d]pyrimidine